2-((1R,2S)-1-(2-cyanophenyl)-1-(5,6-dimethylpyrazin-2-yl)propan-2-yl)-5-hydroxy-N-(isoxazol-4-yl)-1-methyl-6-oxo-1,6-dihydropyrimidine-4-carboxamide C(#N)C1=C(C=CC=C1)[C@@H]([C@H](C)C=1N(C(C(=C(N1)C(=O)NC=1C=NOC1)O)=O)C)C1=NC(=C(N=C1)C)C